9-Mercaptononanoic acid SCCCCCCCCC(=O)O